C[C@]12OCC[C@H]1[C@]1(CCCC([C@@H]1CC2)(C)C)C (3aR,5aS,9aS,9bS)-3a,6,6,9a-tetramethyldodeca-hydronaphtho[2,1-b]furan